N-(hydroxyphenyl)-5-methyl-5-norbornene-2,3-dicarboximide OC1=C(C=CC=C1)N1C(=O)C2C3C=C(C(C2C1=O)C3)C